(R)-4-(3H-[1,2,3]triazolo[4,5-b]pyridin-3-yl)-N-(3-chloropyridin-2-yl)-N-(1-methylpiperidin-3-yl)benzamide N1=NN(C2=NC=CC=C21)C2=CC=C(C(=O)N([C@H]1CN(CCC1)C)C1=NC=CC=C1Cl)C=C2